ClO anti-hypochlorous acid